4-[1-[4-[(2,6-dioxo-3-piperidinyl)amino]-2-fluoro-phenyl]-4-piperidinyl]-4-fluoro-piperidine-1-carboxylic acid tert-butyl ester C(C)(C)(C)OC(=O)N1CCC(CC1)(F)C1CCN(CC1)C1=C(C=C(C=C1)NC1C(NC(CC1)=O)=O)F